6-(3-methyl-1H-pyrazol-4-yl)thieno[3,2-d]Pyrimidine-4(3H)-one dihydrochloride Cl.Cl.CC1=NNC=C1C1=CC=2N=CNC(C2S1)=O